2,3,4,5,6-pentamethoxybenzoic acid COC1=C(C(=O)O)C(=C(C(=C1OC)OC)OC)OC